N-(2,1,3-benzothiadiazol-4-yl)-2-(methoxymethyl)-6-({[2-(trifluoromethyl)phenyl]carbonyl}amino)-1H-benzoimidazole-4-carboxamide N=1SN=C2C1C=CC=C2NC(=O)C2=CC(=CC=1NC(=NC12)COC)NC(=O)C1=C(C=CC=C1)C(F)(F)F